tert-butylamino(dimethyl)chlorosilane C(C)(C)(C)N[Si](Cl)(C)C